(2S,4R)-1-((azetidine-1-carbonyl)glycyl)-N-((S)-(4-(3,3-difluorocyclobutyl)-3-fluorophenyl)(phenyl)methyl)-4-fluoropyrrolidine-2-carboxamide N1(CCC1)C(=O)NCC(=O)N1[C@@H](C[C@H](C1)F)C(=O)N[C@@H](C1=CC=CC=C1)C1=CC(=C(C=C1)C1CC(C1)(F)F)F